C(C)(C)(C)OC(=O)N1CC2(C1)CC(C2)CC2=NOC(=N2)C2(CC2)C(F)(F)F 6-[[5-[1-(trifluoromethyl)cyclopropyl]-1,2,4-oxadiazol-3-yl]methyl]-2-azaspiro[3.3]heptane-2-carboxylic acid tert-butyl ester